4-methoxy-2-(naphthalene-2-yl)isophthalaldehyde COC1=C(C(=C(C=O)C=C1)C1=CC2=CC=CC=C2C=C1)C=O